FC(C=1C=NC=CC1)(F)F 3-trifluoromethylpyridine